3-(5-((3-benzhydryl-imidazolidin-1-yl)methyl)-1-oxoisoindolin-2-yl)piperidine-2,6-dione C(C1=CC=CC=C1)(C1=CC=CC=C1)N1CN(CC1)CC=1C=C2CN(C(C2=CC1)=O)C1C(NC(CC1)=O)=O